N1-((3-(4,4-bis(methoxy-methyl)cyclohexyl)-5,5-difluoro-5,6-dihydro-4H-pyrrolo[1,2-b]pyrazol-2-yl)-methyl)-N1-methylethane-1,2-diamine COCC1(CCC(CC1)C1=C2N(N=C1CN(CCN)C)CC(C2)(F)F)COC